tetravinyl-tetramethyl-tetrasiloxane platinum [Pt].C(=C)[SiH2]O[Si](O[Si](O[Si](C=C)(C=C)C=C)(C)C)(C)C